1-(3-chloro-5'-fluoro-2'-hydroxy-3'-(6-methyl-5-(1,7-diazaspiro[4.4]nonan-7-yl)pyridin-3-yl)-[1,1'-biphenyl]-4-yl)-3-methyl-1H-imidazol-2(3H)-one ClC=1C=C(C=CC1N1C(N(C=C1)C)=O)C1=C(C(=CC(=C1)F)C=1C=NC(=C(C1)N1CC2(CCCN2)CC1)C)O